ONC(C1=CC=C(C=C1)OC1=NC=CC=C1)=N N-hydroxy-4-(pyridin-2-yloxy)benzamidine